C(CC(=C)C)OC1=CC=C2C(C(=C(OC2=C1)C1=CC(=CC=C1)Cl)O)=O 7-isopentenyloxy-3'-chloro-flavonol